N-((3-chloro-2,4-difluorophenyl)(5-fluoro-6-(trifluoromethyl)pyridin-3-yl)methyl)-2-methylpropan-2-sulfinamide ClC=1C(=C(C=CC1F)C(NS(=O)C(C)(C)C)C=1C=NC(=C(C1)F)C(F)(F)F)F